ClC1=CC=C(C(=N1)C(=O)N)N[C@H](C)C=1C=C(C=C2C(C(=C(OC12)C1CC1)C)=O)C 6-Chloro-3-[[(1R)-1-(2-cyclopropyl-3,6-dimethyl-4-oxo-chromen-8-yl)ethyl]-amino]pyridine-2-carboxamide